ethyl 2-(3,4-dichlorophenyl)-1-ethyl-4-oxo-6-(triazol-2-ylmethyl)pyridine-3-carboxylate ClC=1C=C(C=CC1Cl)C=1N(C(=CC(C1C(=O)OCC)=O)CN1N=CC=N1)CC